CC=1N=CN(C1)C=1C=C(C=C(C1)C(F)(F)F)C1=NC2=C(N1)C=CC(=C2)[N+](=O)[O-] 2-(3-(4-methyl-1H-imidazol-1-yl)-5-(trifluoromethyl)phenyl)-5-nitro-1H-benz[d]imidazole